1,4-Diethynylbenzene C(#C)C1=CC=C(C=C1)C#C